S(=O)(=O)([O-])CCC[N+]1=C(C=CC=C1)C=C 1-(3-Sulphonatopropyl)-2-vinylpyridinium